6-(4-(4-(aminomethyl)-1-oxo-1,2-dihydrophthalazin-6-yl)-1-methyl-1H-pyrazol-5-yl)chromane-5-carbonitrile NCC1=NNC(C2=CC=C(C=C12)C=1C=NN(C1C1=C(C=2CCCOC2C=C1)C#N)C)=O